COC1=CC=C(C=C1)C1=C(C2=CC=CC=C2C(=C1)[N+](=O)[O-])N 2-(4-Methoxyphenyl)-4-nitronaphthalen-1-amine